N(=[N+]=[N-])[C@H]1[C@@H]([C@H](C(=O)O[C@@H]1CO)O)O 4-azido-4-deoxy-D-glucono-1,5-lactone